zinc indoleacetic acid salt N1C(=CC2=CC=CC=C12)CC(=O)[O-].[Zn+2].N1C(=CC2=CC=CC=C12)CC(=O)[O-]